3-(3-[(2-tert-Butyl-4-fluorophenoxy)methyl]azetidin-1-yl)-3-oxopropanoic acid C(C)(C)(C)C1=C(OCC2CN(C2)C(CC(=O)O)=O)C=CC(=C1)F